C(C)(C)(C)OC(=O)N1[C@@H](C[C@H](C1)O)C(NCC1=C(C=C(C=C1)C1=C(N=CS1)C)F)=O (2S,4R)-2-((2-fluoro-4-(4-methylthiazol-5-yl)benzyl)carbamoyl)-4-hydroxypyrrolidine-1-carboxylic acid tert-butyl ester